COC1=C(C=C(C=C1)CC#N)C 2-(4-methoxy-3-methylphenyl)acetonitrile